CN1N=C(C=C1)NC1=NC(=NC=N1)C1=CC(=C(CNC(OC(C)(C)C)=O)C=C1)C(F)(F)F tert-butyl (4-(4-((1-methyl-1H-pyrazol-3-yl)amino)-1,3,5-triazin-2-yl)-2-(trifluoromethyl)benzyl)carbamate